methyl 5-chloro-6-fluoro-1,2,3,4-tetrahydronaphthalene-1-carboxylate ClC1=C2CCCC(C2=CC=C1F)C(=O)OC